4-cholesten-3-one-2,2,4,6,6-d5 CC(C)CCC[C@@H](C)[C@H]1CC[C@H]2[C@@H]3CC(C4=C(C(C(C[C@]4(C)[C@H]3CC[C@]12C)([2H])[2H])=O)[2H])([2H])[2H]